C1(CC1)S(=O)(=O)N1CC(C1)C(=O)NCC(F)(F)F 1-(cyclopropylsulfonyl)-N-(2,2,2-trifluoroethyl)azetidin-3-carboxamide